FC1=C(C(=C(C=C1)[C@H]1[C@H](O[C@]([C@H]1C)(C(F)(F)F)C)C(=O)O)OC)C |r| rac-(2S,3S,4S,5R)-3-(4-fluoro-2-methoxy-3-methylphenyl)-4,5-dimethyl-5-(trifluoromethyl)tetrahydrofuran-2-carboxylic acid